(S)-2-amino-N-((S)-3-(2-bromo-5-fluorophenyl)-1-(hex-5-en-1-yl(methyl)amino)-1-oxopropan-2-yl)-N,4-dimethylpentanamide TFA salt OC(=O)C(F)(F)F.N[C@H](C(=O)N(C)[C@H](C(=O)N(C)CCCCC=C)CC1=C(C=CC(=C1)F)Br)CC(C)C